mono-2-ethylhexyl-d4 phthalate C(C=1C(C(=O)[O-])=CC=CC1)(=O)OC(C(C([2H])([2H])[2H])(CC)[2H])CCC